C=1/C=2N(CC=C/N1)C=CC2 [e]-pyrrolo[1,2-a][1,4]diazepine